Cl.NCC1OC(C2=CC=CC=C12)=O 3-(aminomethyl)isobenzofuran-1(3H)-one hydrochloride